6-(2-(4-(2-chloro-6-methylpyrimidin-4-yl)-1H-pyrazol-1-yl)-5-nitrophenyl)-6-azaspiro[2.5]octane ClC1=NC(=CC(=N1)C=1C=NN(C1)C1=C(C=C(C=C1)[N+](=O)[O-])N1CCC2(CC2)CC1)C